C1(CCC(N1OC(=O)N1C(C=CC=C1)SSC(C1=CC=CC=C1)C)=O)=O (N-succinimidyl-oxycarbonyl-α-methyl-α-(2-pyridyl-dithio)toluene)